4-(2-butyl-1-(4-(4-chlorophenoxy)phenyl)-1H-imidazol-4-yl)piperidine ethyl-2-[2-(tert-butoxycarbonylamino)ethyl]-1-oxo-3H-pyrrolo[3,4-c]pyridine-6-carboxylate C(C)OC(=O)C1=CC2=C(C=N1)CN(C2=O)CCNC(=O)OC(C)(C)C.C(CCC)C=2N(C=C(N2)C2CCNCC2)C2=CC=C(C=C2)OC2=CC=C(C=C2)Cl